C1(=CC=CC=C1)S(=O)(=O)N1C=C(C2=CC=C(C=C12)B1OC(C(O1)(C)C)(C)C)C1=NC(=NC=C1C(F)(F)F)N[C@@H]1CN(CCC1)C(=O)OC(C)(C)C Tert-butyl (3S)-3-[[4-[1-(benzenesulfonyl)-6-(4,4,5,5-tetramethyl-1,3,2-dioxaborolan-2-yl)indol-3-yl]-5-(trifluoromethyl)pyrimidin-2-yl]amino]piperidine-1-carboxylate